FC=1C=C2C=NN(C2=CC1C=1C=2C(=NN(C2C=CC1)CC(=O)OCC)C)CC1CCN(CC1)C ethyl 2-{5'-fluoro-3-methyl-1'-[(1-methylpiperidin-4-yl) methyl]-[4,6'-biindazol]-1-yl}acetate